Cl.O1N=CC=C1 isoxazole hydrochloride